C(#N)C=1C(=CC(=NC1N1[C@H](CC1)CO)C=1C=NN(C1)C1CCN(CC1)C(=O)OC(C)(C)C)C(F)(F)F tert-Butyl 4-[4-[5-cyano-6-[(2R)-2-(hydroxymethyl)azetidin-1-yl]-4-(trifluoromethyl)-2-pyridyl]pyrazol-1-yl]piperidine-1-carboxylate